4-(3,5-dihydroxybenzyloxycarbonylamino)-L-phenylalanine OC=1C=C(COC(=O)NC2=CC=C(C[C@H](N)C(=O)O)C=C2)C=C(C1)O